zinc oxide vanadium [V+5].[O-2].[Zn+2]